Cl.ClC=1C(NC(NC1CN1C(CCC1)=N)=O)=O 5-chloro-6-[(2-iminopyrrolidine-1-yl)methyl]pyrimidine-2,4(1H,3H)-dione hydrochloride